4-[(2R,4R)-4-fluoro-2-(methoxycarbonyl)pyrrolidin-1-yl]piperidine-1-carboxylic acid tert-butyl ester C(C)(C)(C)OC(=O)N1CCC(CC1)N1[C@H](C[C@H](C1)F)C(=O)OC